(S)-10-((5-Chloro-2-((R)-3-ethylpyrrolidin-1-yl)pyrimidin-4-yl)amino)-2-cyclopropyl-3,3-difluoro-7-methyl-1,2,3,4-tetrahydro-[1,4]oxazepino[2,3-c]chinolin-6(7H)-on ClC=1C(=NC(=NC1)N1C[C@@H](CC1)CC)NC1=CC=2C3=C(C(N(C2C=C1)C)=O)OCC([C@@H](N3)C3CC3)(F)F